CC1CCCCC1 m-methylcyclohexane